CNC=1C=C(C(=O)OC)C=CC1[N+](=O)[O-] methyl 3-(methylamino)-4-nitrobenzoate